CS(=O)C1=CC=C(C=C1)SC1=C(N=NN1)C(=O)O 5-((4-(methylsulfinyl)phenyl)thio)-1H-1,2,3-triazole-4-carboxylic acid